BrCCCCC1CO1 1-bromo-5,6-epoxyhexane